(R)-2-(4-(piperidin-3-ylthio)pyrido[3,4-d]pyridazin-1-yl)-5-(2H-1,2,3-triazol-2-yl)phenol N1C[C@@H](CCC1)SC=1N=NC(=C2C1C=NC=C2)C2=C(C=C(C=C2)N2N=CC=N2)O